C(C)C(CCCCC)C1=C(C=CC=C1)C(=C(C(=O)[O-])C#N)C1=CC=CC=C1 ethylhexyl-2-cyano-3,3-diphenyl-acrylate